The molecule is a tertiary amino compound that consists of 2-amino-7-hydroxytetralin in which the two amino hydrogens are substituted by 2E)-3-iodoallyl and propyl groups. This ligand has uniquely high affinity and selectivity for the D3 receptor. It has a role as a dopamine agonist. It is a tertiary amino compound, a member of tetralins, an organoiodine compound and a member of phenols. It is a conjugate base of a 2-{[(2E)-3-iodoprop-2-en-1-yl](propyl)ammonio}tetralin-7-ol(1+). It derives from a hydride of a tetralin. CCCN(C/C=C/I)C1CCC2=C(C1)C=C(C=C2)O